tert-Butyl N-(1-{2-[2-(4-amino-2-fluorophenoxy)ethoxy]ethyl}piperidin-4-yl)carbamate NC1=CC(=C(OCCOCCN2CCC(CC2)NC(OC(C)(C)C)=O)C=C1)F